3-(4'-fluoro-2,4-dimethyl-[1,1'-biphenyl]-3-yl)-4-hydroxy-8-oxa-1-azaspiro[4.5]dec-3-en-2-one FC1=CC=C(C=C1)C1=C(C(=C(C=C1)C)C=1C(NC2(C1O)CCOCC2)=O)C